2-((3-bromophenyl)(3-hydroxyphenyl)methylene)hydrazine BrC=1C=C(C=CC1)C(=NN)C1=CC(=CC=C1)O